tert-butyl (2-(3,5-dichloro-4-((4'-methyl-2'-oxospiro[cyclopropane-1,3'-indolin]-5'-yl)oxy)phenyl)-3,5-dioxo-2,3,4,5-tetrahydro-1,2,4-triazin-6-yl)carbamate ClC=1C=C(C=C(C1OC=1C(=C2C3(C(NC2=CC1)=O)CC3)C)Cl)N3N=C(C(NC3=O)=O)NC(OC(C)(C)C)=O